3,5-dimethyl-4-biphenylboronic acid CC=1C=C(C=C(C1B(O)O)C)C1=CC=CC=C1